N1CCC(CC1)OC=1N=NC(=CN1)C=1C=C2C=CN=CC2=CC1O 6-(3-(piperidin-4-yloxy)-1,2,4-triazin-6-yl)isoquinolin-7-ol